6-(5-cyclopropyl-3-ethylthiopyridin-2-yl)-2,2-difluoro-5H-[1,3]dioxolo[4',5':4,5]benzo[1,2-d]imidazole C1(CC1)C=1C=C(C(=NC1)C=1NC2=C(N1)C=C1C(=C2)OC(O1)(F)F)SCC